BrC1=CC=C2C(=NN(C2=C1)C)NC(OCC1=CC=CC=C1)=O benzyl (6-bromo-1-methyl-1H-indazol-3-yl)carbamate